O1CC[C@@H](C2=CC=CC=C12)NC(=O)C=1C=NC2=C(N=CC=C2C1N(C)C)C1=C2CCN(C2=CC=C1)C N-[(4S)-chroman-4-yl]-4-(dimethylamino)-8-(1-methylindolin-4-yl)-1,7-naphthyridine-3-carboxamide